3-(4,4-difluoropiperidin-1-yl)-2,2-difluoropropan-1-ol FC1(CCN(CC1)CC(CO)(F)F)F